COC(=O)C1(CC(C1)C1=C(N(C2=CC=C(C=C12)OCC1=CC=CC=C1)C1=CC(=C(C=C1)F)C)C1CCOCC1)C(F)F 3-[5-benzyloxy-1-(4-fluoro-3-methyl-phenyl)-2-tetrahydropyran-4-yl-indol-3-yl]-1-(difluoromethyl)-cyclobutanecarboxylic acid methyl ester